N-aminoimidazolidinone NN1C(NCC1)=O